SC1=C(C=C(C=C1)S)S 1,2,4-Trimercaptobenzol